methyl 5-(5-{[(4R)-4-[(2-amino-6-bromo-1,3-benzodiazol-1-yl) methyl] pentyl] oxy}-1-ethylpyrazol-4-yl)-1-methyl-6-oxopyridine-3-carboxylate NC1=NC2=C(N1C[C@@H](CCCOC1=C(C=NN1CC)C1=CC(=CN(C1=O)C)C(=O)OC)C)C=C(C=C2)Br